3-((hexyl-4,4,6,6,6-d5)oxy)-4-(1-methyl-1,2,5,6-tetrahydropyridin-3-yl)-1,2,5-thiadiazole C(CCC(CC([2H])([2H])[2H])([2H])[2H])OC1=NSN=C1C=1CN(CCC1)C